FC1=CC=C(C=C1)C1=CC=2C(=NC=C(C2)C=2C=C(SC2)C(=O)NC(CO)CC)N1 4-(2-(4-Fluorophenyl)-1H-pyrrolo[2,3-b]pyridin-5-yl)-N-(1-hydroxybutan-2-yl)-thiophene-2-carboxamide